COC1=C(C=CC=C1)N1C(C2=CC=CC=C2C(=N1)C(=O)N1CCN(CC1)C1=C(C=CC=C1)OC)=O 2-(2-methoxyphenyl)-4-[[4-(2-methoxyphenyl)-1-piperazinyl]carbonyl]-1(2H)-phthalazinone